ClC=1C=C(C(N(N1)CC1=NC(=NO1)CCC1=CC=C(C=C1)Cl)=O)C 6-chloro-2-((3-(4-chlorophenethyl)-1,2,4-oxadiazol-5-yl)methyl)-4-methylpyridazin-3(2H)-one